The molecule is tetraanion of cis-tetradec-11-enoyl-CoA arising from deprotonation of phosphate and diphosphate functions. It is a monounsaturated fatty acyl-CoA(4-) and an (11Z)-Delta(11)-fatty acyl-CoA(4-). It is a conjugate base of a cis-tetradec-11-enoyl-CoA. CC/C=C\\CCCCCCCCCC(=O)SCCNC(=O)CCNC(=O)[C@@H](C(C)(C)COP(=O)([O-])OP(=O)([O-])OC[C@@H]1[C@H]([C@H]([C@@H](O1)N2C=NC3=C(N=CN=C32)N)O)OP(=O)([O-])[O-])O